tert-butyl ((1r,4r)-4-((6-(4-(2-chlorophenylsulfonamido)phenyl)-8-eth-ylquinazolin-2-yl)amino)cyclohexyl)carbamate ClC1=C(C=CC=C1)S(=O)(=O)NC1=CC=C(C=C1)C=1C=C2C=NC(=NC2=C(C1)CC)NC1CCC(CC1)NC(OC(C)(C)C)=O